N-Ethyl-N-(dimethylaminopropyl)urea C(C)N(C(=O)N)CCCN(C)C